CC1=CC=C(C(=N1)C1=CC=C2COC(C2=C1)=O)C=1C=NN(C1)CC1(CCCC1)C 6-(6-methyl-3-(1-((1-methylcyclopentyl)methyl)-1H-pyrazol-4-yl)pyridin-2-yl)isobenzofuran-1(3H)-one